ClC1=CC(=NN1CC1=C(C=C2[C@](NC(NC2=C1)=O)(C(C)(F)F)C#CC1CC1)F)COC (S)-7-((5-chloro-3-(methoxymethyl)-1H-pyrazol-1-yl)methyl)-4-(cyclopropylethynyl)-4-(1,1-difluoroethyl)-6-fluoro-3,4-dihydroquinazolin-2(1H)-one